OC1=C(C=CC=C1)C=1OC[C@H](N1)[C@H]1CC[C@@H](N1C)C(=O)OC(C)(C)C tert-butyl (2R,5R)-5-[(4R)-2-(2-hydroxyphenyl)-4,5-dihydrooxazol-4-yl]-1-methyl-pyrrolidine-2-carboxylate